pyrazolo[1,5-a]pyrimidine-7(4H)-one N1=CC=C2N1C(C=CN2)=O